Methyl 5-bromo-2-(difluoromethoxy)pyridine-4-carboxylate BrC=1C(=CC(=NC1)OC(F)F)C(=O)OC